5,7,2',3'-tetrahydroxy-6-methoxyflavanone OC1=C2C(CC(OC2=CC(=C1OC)O)C1=C(C(=CC=C1)O)O)=O